3-amino-4-nitrofuran-2-carboxylic acid NC1=C(OC=C1[N+](=O)[O-])C(=O)O